2,2-dimethoxy-6-(4-(methoxycarbonyl)phenyl)-7-azaspiro[3.5]non-5-ene-7-carboxylic acid tert-butyl ester C(C)(C)(C)OC(=O)N1C(=CC2(CC(C2)(OC)OC)CC1)C1=CC=C(C=C1)C(=O)OC